N'-[4-({3-[(4-chlorophenyl)methyl]-1,2,4-thiadiazol-5-yl}oxy)-2,5-dimethylphenyl]-N-ethyl-N-methylmethanimidamide ClC1=CC=C(C=C1)CC1=NSC(=N1)OC1=CC(=C(C=C1C)N=CN(C)CC)C